Cl.OC1=CNC=C1 (R)-3-hydroxypyrrole hydrochloride